CN(C=1N=NC(=CC1)C1=CC=C(C2=C1N=CS2)C=2C=NN(C2)C)C2CC(NC(C2)(C)C)(C)C N-methyl-6-[7-(1-methylpyrazol-4-yl)-1,3-benzothiazol-4-yl]-N-(2,2,6,6-tetramethylpiperidin-4-yl)pyridazin-3-amine